Methyloleoyl-L-tyrosinate CN([C@@H](CC1=CC=C(C=C1)O)C(=O)[O-])C(CCCCCCC\C=C/CCCCCCCC)=O